tert-butyl 3-{[(tert-butoxy)carbonyl]amino}-5-[(1S,3S)-3-[4-(trifluoromethyl)phenyl]cyclobutoxy]-1H-indole-1-carboxylate C(C)(C)(C)OC(=O)NC1=CN(C2=CC=C(C=C12)OC1CC(C1)C1=CC=C(C=C1)C(F)(F)F)C(=O)OC(C)(C)C